O=C(CC1=C2C(=C3N(C(C2=CC(=C1)C(F)(F)F)=O)CC1=CC=CC=C13)C1=CC=CC=C1)C (2-oxopropyl)-12-phenyl-3-trifluoromethylisoindolo[2,1-b]isoquinolin-5(7H)-one